1-(2,6-bis(benzyloxy)pyridin-3-yl)-5-bromo-3,3-dimethylindolin-2-one C(C1=CC=CC=C1)OC1=NC(=CC=C1N1C(C(C2=CC(=CC=C12)Br)(C)C)=O)OCC1=CC=CC=C1